NC(C(CO[Si](C)(C)C(C)(C)C)(C)NC(=O)C1=C(C=C2C=CC(=CN12)[C@H]1[C@@H](C1)C1=CC=CC=C1)C)=O N-(1-amino-3-((tert-butyldimethylsilyl)oxy)-2-methyl-1-oxopropan-2-yl)-2-methyl-6-((trans)-2-phenylcyclopropyl)indolizine-3-carboxamide